P1(=O)(OC2=C(C=CC=C2C)C)OC2=CC(=CC=C2)O1 (2,6-xylyl) 1,3-phenylene phosphate